NC=1C(=NC=CC1)N[C@H](C(=O)OCC)[C@H](C1=CC=CC=C1)NC(=O)OC(C)(C)C ethyl (2S,3S)-2-[(3-amino-2-pyridyl)amino]-3-(tert-butoxycarbonylamino)-3-phenyl-propanoate